4,4'-thiobis(6-T-butyl-3-methylphenol) S(C1=C(C=C(C(=C1)C(C)(C)C)O)C)C1=C(C=C(C(=C1)C(C)(C)C)O)C